chloro-2-cyano-N-(2-((1,3-dihydroxypropan-2-yl)amino)ethyl)-N-phenyl-benzamide 3-(3,5-di-tert-butyl-4-hydroxyphenyl)propionat C(C)(C)(C)C=1C=C(C=C(C1O)C(C)(C)C)CCC(=O)O.ClC=1C(=C(C(=O)N(C2=CC=CC=C2)CCNC(CO)CO)C=CC1)C#N